NCCC[Si](OCC)(C)C γ-Aminopropyldimethylethoxysilan